CC(=O)NC1=NC(=O)N(C=C1)[C@H]2[C@@H]([C@@H]([C@H](O2)CO)O)O N4-Acetylcytidine